(2R)-2-amino-3-(3-(3-ethylmorpholino)-5-fluorobenzamido)propanoic acid N[C@@H](C(=O)O)CNC(C1=CC(=CC(=C1)F)N1C(COCC1)CC)=O